COC=1C=CC=2N(N1)C(C(=C(N2)C(F)(F)F)C=2C=NC(=NC2)OCC(F)(F)F)=O 7-methoxy-3-[2-(2,2,2-trifluoroethoxy)pyrimidin-5-yl]-2-(trifluoromethyl)-4H-pyrimido[1,2-b]pyridazin-4-one